3,4,6-trimethyl-2-cyclohexenone CC1=CC(C(CC1C)C)=O